5-oxa-8-azaspiro[3.5]nonane-8-carboxamide C1CCC12OCCN(C2)C(=O)N